S1N=C(C2=C1C=CC=C2)N2CCN(CC2)CCCCN2C(N1C(CC2=O)CCC1)=O 2-[4-(4-Benzo[d]isothiazol-3-yl-piperazin-1-yl)-butyl]-tetrahydro-pyrrolo[1,2-c]pyrimidine-1,3-dione